1-(4-bromobenzo[d]oxazol-7-yl)-3-(4-((4-methylpiperazin-1-yl)methyl)-3-(trifluoromethyl)phenyl)urea BrC1=CC=C(C2=C1N=CO2)NC(=O)NC2=CC(=C(C=C2)CN2CCN(CC2)C)C(F)(F)F